NCC1(CCN(CC1)C1=NN2C(S1)=NC=C2C2=C(C=C(C=C2)F)OC)CO (4-(aminomethyl)-1-(5-(4-fluoro-2-methoxyphenyl)imidazo[2,1-b][1,3,4]thiadiazol-2-yl)piperidin-4-yl)methanol